C(C(C)C)(=O)N1[C@H]([C@H](CC1)NS(=O)(=O)C)CC=1C=C(C=CC1)C1=C(C(=CC(=C1)F)F)F N-(cis-1-isobutyryl-2-((2',3',5'-trifluorobiphenyl-3-yl)methyl)pyrrolidin-3-yl)methanesulfonamide